N[C@H]1CN(CC1)C(=O)[C@@H]1CN(CC1)C(=O)C=1NC2=CC=C(C(=C2C1)Cl)Cl ((R)-3-aminopyrrolidin-1-yl)((S)-1-(4,5-dichloro-1H-indole-2-carbonyl)pyrrolidin-3-yl)methanone